C(CC)(=O)OCCC(CCCCCCCCCCCCCCC)C1=CC(=C(C(=C1)C(C)(C)C)O)C(C)(C)C 3-(3,5-di-tert-butyl-4-hydroxyphenyl)octadecyl propionate